N-[2-(Pyridin-3-yl)-1,3-benzoxazol-5-yl]-2H-1,3-benzodioxole-5-carboxamide N1=CC(=CC=C1)C=1OC2=C(N1)C=C(C=C2)NC(=O)C2=CC1=C(OCO1)C=C2